CN(C1CN(CC1)CC1=C(C=C(C=C1)NC(C1=CC=C(C=C1)C)=O)F)C N-(4-((3-(dimethylamino)pyrrolidin-1-yl)methyl)-3-fluorophenyl)-4-methylbenzamide